N-[5-(4-Formylphenyl)-2-[4-(trifluoromethoxy)phenyl]-1,2,4-triazol-3-yl]methane-sulfonamid C(=O)C1=CC=C(C=C1)C=1N=C(N(N1)C1=CC=C(C=C1)OC(F)(F)F)NS(=O)(=O)C